CC1=CC(=C(C2=C1C(=O)OC3=C(O2)C=C4C(=C3C)C(=O)CC(O4)(C)C)C=O)O The molecule is a member of the class of depsidones that is 3,4-dihydro-2H,7H-chromeno[7,6-b][1,4]benzodioxepine substituted by a hydroxy group at position 10, methyl groups at positions 2, 2, 5 and 8, a formyl group at position 11 and oxo groups at positions 4 and 7. Isolated from Chaetomium brasiliense it exhibits antimalarial and cytotoxic activities. It has a role as an antimalarial, a Chaetomium metabolite and an antineoplastic agent. It is an aldehyde, a member of depsidones, an organic heterotetracyclic compound and a member of phenols.